C(C)OC(=O)C1=C(C(C(=CC1)C)(C)C)C(=O)OCC dimethyl-4-methyl-1,4-cyclohexadiene-1,2-dicarboxylic acid diethyl ester